mono-1-hydroxyl-2-Naphthoate OC1=C(C=CC2=CC=CC=C12)C(=O)[O-]